ClC(OC1=CC=C(C=C1)NC(C1=CN=C(C(=C1)NC=1C=NC=CC1F)N1C[C@@H](CC1)O)=O)(F)F (R)-N-(4-(chlorodifluoromethoxy)phenyl)-5-((4-fluoropyridin-3-yl)amino)-6-(3-hydroxypyrrolidin-1-yl)nicotinamide